N1=CC=CC2=C(C=CC=C12)COC1=CC=CC(=N1)C1CCN(CC1)CN1C=NC2=C1C=C(C=C2)C(=O)O ((4-(6-(quinolin-5-ylmethoxy)pyridin-2-yl)Piperidin-1-yl)methyl)-1H-benzo[d]imidazole-6-carboxylic acid